(R)-6-(4-(5-fluoro-2-methoxyphenyl)piperidin-1-yl)-2-(pyridazin-4-yl)-2-azaspiro[3.4]octane FC=1C=CC(=C(C1)C1CCN(CC1)[C@H]1CC2(CN(C2)C2=CN=NC=C2)CC1)OC